(S)-N-(3-(2-amino-[1,2,4]triazolo[1,5-a]pyridin-6-yl)-6-ethyl-2-fluorophenyl)-3-phenylisooxazolidine-2-carboxamide NC1=NN2C(C=CC(=C2)C=2C(=C(C(=CC2)CC)NC(=O)N2OCC[C@H]2C2=CC=CC=C2)F)=N1